3-(4-fluoro-3-(trifluoromethyl)phenyl)-5-(2-(3-fluoropyrrolidin-1-yl)-2-oxoethyl)-1-(1-methyl-1H-1,2,4-triazol-3-yl)-1H-pyrrolo[3,2-c]pyridin-4(5H)-one FC1=C(C=C(C=C1)C1=CN(C2=C1C(N(C=C2)CC(=O)N2CC(CC2)F)=O)C2=NN(C=N2)C)C(F)(F)F